ClC1=C(C=C2C=C(N=CC2=C1)NC(=O)[C@@H]1[C@H]([C@H]1C1=NC=CC=C1)CC)N1CCN(CC1)[C@@]1(COC[C@@H]1F)C (1R,2S,3R)-N-[7-chloro-6-[4-((3R,4R)-4-fluoro-3-methyl-tetrahydrofuran-3-yl)piperazin-1-yl]-3-isoquinolyl]-2-ethyl-3-(2-pyridyl)cyclopropanecarboxamide